2-(1,3-Dioxolan-2-yl)pyridin-3-ol O1C(OCC1)C1=NC=CC=C1O